C(C1=CC=CC=C1)OC1=C(C=CC(=C1)OCC1=CC=CC=C1)C1(CN(C1)C(=O)OC(C)(C)C)O tert-butyl 3-[2,4-bis(benzyloxy)phenyl]-3-hydroxyazetidine-1-carboxylate